5-(4-fluorophenyl)-1H-pyrrole-3-formaldehyde FC1=CC=C(C=C1)C1=CC(=CN1)C=O